FC=1C(=C(C=C(C1)C(C)C)[C@@H](C(=O)O)N1C[C@@H](CC1)N(CCCCCC1=NC=2NCCCC2C=C1)C)OC (S)-2-(3-fluoro-5-isopropyl-2-methoxyphenyl)-2-((R)-3-(methyl(5-(5,6,7,8-tetrahydro-1,8-naphthyridin-2-yl)pentyl)amino)pyrrolidin-1-yl)acetic acid